ClC1=CC=C(C=C1)C1=CC=C(C=C1)C1CCCCC1 4-chloro-4'-cyclohexyl-1,1'-biphenyl